NC1=CN=NC2=CC(=CC=C12)C1=CC(=C2C(=NN(C2=C1)C)C1CC1)B(O)O [6-(4-AMINOCINNOLIN-7-YL)-3-CYCLOPROPYL-1-METHYL-1H-INDAZOL-4-YL]BORONIC ACID